C1(CC1)C1=NC=NC(=C1C1=NC=C2C(=N1)N(N=C2)CC2=CC=C(C=C2)C=2N(C=C(N2)C(F)(F)F)C([2H])([2H])[2H])OC 6-(4-cyclopropyl-6-methoxypyrimidin-5-yl)-1-(4-(1-(methyl-d3)-4-(trifluoromethyl)-1H-imidazol-2-yl)benzyl)-1H-pyrazolo[3,4-d]pyrimidine